N1CNCCC1 3-azapiperidine